3-ethyl-3-oxetaneethanol C(C)C1(COC1)CCO